CC1=CC(=NN1)NC=1C2=C(N=C(N1)NC1C3CC4(CC(CC1C4)C3)O)C=CN2 4-[(4-[(5-methyl-1H-pyrazol-3-yl)amino]-5H-pyrrolo[3,2-d]pyrimidin-2-yl)amino]adamantan-1-ol